1-(5-{[(5-chlorothiophen-2-yl)methyl]amino}-3-[1-(2,2-dimethylpropanoyl)piperidin-4-yl]-1H-pyrazol-1-yl)-2,2-dimethylpropan-1-one ClC1=CC=C(S1)CNC1=CC(=NN1C(C(C)(C)C)=O)C1CCN(CC1)C(C(C)(C)C)=O